C(C)(C)(C)OC(=O)N1CCC2(CC1)OC1=CC=C(C=C1C=C2)NCC2=CC=CC=C2 6-(Benzylamino)spiro[chromene-2,4'-piperidine]-1'-carboxylic acid tert-butyl ester